FC1(CCN(CC1)C=1C=2N(C=C(N1)NC(OC(C)(C)C)=O)C(=CN2)C)F tert-butyl (8-(4,4-difluoropiperidin-1-yl)-3-methylimidazo[1,2-a]pyrazin-6-yl)carbamate